C1=CC=CC=2C3=CC=CC=C3N(C12)C=1C=C(C=CC1)O 3-(9H-carbazol-9-yl)phenol